BrC1=CC(=C(C=C1)C)C(F)F 4-bromo-2-(difluoromethyl)-1-methylbenzene